N-(4-((4-hydroxypiperidin-1-yl)sulfonyl)phenyl)-3-iodo-4-methoxybenzamide OC1CCN(CC1)S(=O)(=O)C1=CC=C(C=C1)NC(C1=CC(=C(C=C1)OC)I)=O